COC(C(C(=O)OC)[C@@H](C[N+](=O)[O-])C1=CC(=C(C=C1)OC)F)=O |o1:8| (R*)-2-[1-(3-fluoro-4-methoxyphenyl)-2-nitroethyl]malonic acid dimethyl ester